FC1=C(OC2=CC=C(C=C2)C2=NN(C3=C2C=NC=C3OC)C3CCC(CC3)C(=O)O)C=CC=C1OC 4-(3-(4-(2-fluoro-3-methoxyphenoxy)phenyl)-7-methoxy-1H-pyrazolo[4,3-c]pyridin-1-yl)cyclohexanecarboxylic acid